6-[[7-fluoro-2-(4-methyl-1,2,5-oxadiazol-3-yl)benzimidazol-1-yl]methyl]pyridazine-3-carbonitrile FC1=CC=CC2=C1N(C(=N2)C2=NON=C2C)CC2=CC=C(N=N2)C#N